O(C1=CC=CC=C1)C1CCN(CC1)CCCNC(=O)N1CCN(CC1)C1=NC(=NO1)C1=CC=C(C=C1)OC(F)(F)F N-(3-(4-phenoxypiperidin-1-yl)propyl)-4-(3-(4-(trifluoromethoxy)phenyl)-1,2,4-oxadiazol-5-yl)piperazine-1-carboxamide